C1=CC=C(C=2OC3=C(C21)C=CC=C3)C3=CC=C(C=C3)N(C3=CC=C(C=C3)C3=CC=CC=C3)C3=CC=C(C=C3)C3(C2=CC=CC=C2C=2C=CC=CC32)C3=CC=CC=C3 N-[4-(4-dibenzofuranyl)phenyl]-N-[4-(9-phenyl-9H-fluoren-9-yl)phenyl][1,1'-biphenyl]-4-amine